(1-methyl-1H-pyrazol-3-yl)-4-(tributylstannyl)pyrimidin-2-amine CN1N=C(C=C1)C=1C(=NC(=NC1)N)[Sn](CCCC)(CCCC)CCCC